4-(6-methoxypyridin-3-yl)aniline COC1=CC=C(C=N1)C1=CC=C(N)C=C1